C(=O)(OCC1C2=CC=CC=C2C2=CC=CC=C12)ON1N=NC2=C1C=CC=C2 1-(Fmoc-oxy)benzotriazole